CN1N=CC(=C1)C=1C=2N(C=CN1)C(=NN2)N 8-(1-methyl-1H-pyrazol-4-yl)-[1,2,4]triazolo[4,3-a]pyrazin-3-amine